2-[3-(4-bromo-2-oxo-1,3-benzothiazol-3-yl)propyl]isoindoline-1,3-dione BrC1=CC=CC2=C1N(C(S2)=O)CCCN2C(C1=CC=CC=C1C2=O)=O